((S)-2-(2-Chlorophenyl)pyrrolidin-1-yl)-3-fluoro-N-((R,E)-4-(methylsulfonyl)but-3-en-2-yl)benzamide ClC1=C(C=CC=C1)[C@H]1N(CCC1)C1=C(C(=O)N[C@H](C)\C=C\S(=O)(=O)C)C=CC=C1F